CC(CNC(=S)[S-])NC(=S)[S-] The molecule is a member of the class of dithiocarbamate anions resulting from the deprotonation of both of the dithiocarbamic acid moieties of propylene 1,2-bis(dithiocarbamic acid). The major species at pH 7.3. It is a conjugate base of a propylene 1,2-bis(dithiocarbamic acid).